ClC1(NC=CC=C1O)O 2-chloro-pyridinediol